6-methoxyimidazo[1,5-a]pyridin-5-amine COC=1C=CC=2N(C1N)C=NC2